3-(2-(4-(4-ethoxy-6-((4-methoxybenzyl)oxy)pyridin-3-yl)-2-fluorophenyl)acetamido)-N-(2-(3-methylazetidin-1-yl)ethyl)-5-(trifluoromethyl)benzamide C(C)OC1=C(C=NC(=C1)OCC1=CC=C(C=C1)OC)C1=CC(=C(C=C1)CC(=O)NC=1C=C(C(=O)NCCN2CC(C2)C)C=C(C1)C(F)(F)F)F